6-chloro-3-(2,3-dihydrobenzofuran-5-yl)imidazo[1,2-b]Pyridazine ClC=1C=CC=2N(N1)C(=CN2)C=2C=CC1=C(CCO1)C2